4-(ethylsulfanyl)-2-methyl-N-(3-(methylsulfonyl)phenyl)-6-(6-azaspiro[2.5]oct-6-yl)benzamide C(C)SC1=CC(=C(C(=O)NC2=CC(=CC=C2)S(=O)(=O)C)C(=C1)N1CCC2(CC2)CC1)C